benzyl (1S,4S,5R)-5-[[4-cyclopropyl-1-(2,6-dimethylphenyl)-1H-pyrazol-5-yl]methoxy]-2-azabicyclo[2.2.1]heptane-2-carboxylate C1(CC1)C=1C=NN(C1CO[C@H]1[C@@H]2CN([C@H](C1)C2)C(=O)OCC2=CC=CC=C2)C2=C(C=CC=C2C)C